pivaloyl-hydroxylamine trifluoro-methanesulfonate FC(S(=O)(=O)O)(F)F.C(C(C)(C)C)(=O)NO